7-(1-Benzylpiperidin-3-yl)-2,5-dimethyl-3-(pyridin-4-yl)pyrazolo[1,5-a]pyrimidine C(C1=CC=CC=C1)N1CC(CCC1)C1=CC(=NC=2N1N=C(C2C2=CC=NC=C2)C)C